1,4-dihydroxyisoquinoline OC1=NC=C(C2=CC=CC=C12)O